C(C)(C)(C)OC(=O)N1CC(C2(CC1)CC=CCC2)C2=C(C1=C(N=CN=C1N)N2C)C=2C=NC(=CC2)C2CC2 (4-amino-5-(6-cyclopropylpyridin-3-yl)-7-methyl-7H-pyrrolo[2,3-d]pyrimidin-6-yl)-3-azaspiro[5.5]undec-8-ene-3-carboxylic acid tert-butyl ester